1-methoxyethyl propionate C(CC)(=O)OC(C)OC